(E)-1-[2-Ethoxy-4-(oxan-2-yloxy)phenyl]-3-[4-methoxy-3-(oxan-2-yloxy)phenyl]prop-2-en-1-one C(C)OC1=C(C=CC(=C1)OC1OCCCC1)C(\C=C\C1=CC(=C(C=C1)OC)OC1OCCCC1)=O